N1N=CC2=CC(=CC=C12)NC1=NC(=NC=C1)C=1C=CC2=C(OC(CO2)C(=O)NC2=CN=NC=C2)C1 7-(4-((1H-indazol-5-yl)amino)-pyrimidin-2-yl)-N-(pyridazin-4-yl)-2,3-dihydro-benzo[b][1,4]-dioxine-2-carboxamide